OCC#CC1=CC=CC(=N1)C1=C(C=CC(=C1)C)S(=O)(=O)N1[C@@H](CCC1)C(=O)OC(C)(C)C tert-butyl ((2-(6-(3-hydroxyprop-1-yn-1-yl)pyridine-2-yl)-4-methylphenyl)sulfonyl)-L-prolinate